C(C)OC(COC1=NC=CC=C1SC1=C(C=C(C(=C1)N1C(N(C(=CC1=O)C(F)(F)F)C)=O)F)Cl)=O Ethyl-{[3-({2-chloro-4-fluoro-5-[3-methyl-2,6-dioxo-4-(trifluoromethyl)-3,6-dihydropyrimidin-1(2H)-yl]phenyl}sulfanyl)pyridin-2-yl]oxy}acetat